S1CNC(C1)=O THIAZOLIDIN-4-ONE